1-methyl-N-[5-(2,4,5-trifluorophenyl)-1H-indazol-3-yl]piperidine-4-carboxamide hydrochloride Cl.CN1CCC(CC1)C(=O)NC1=NNC2=CC=C(C=C12)C1=C(C=C(C(=C1)F)F)F